NC1=C2C(=NC=N1)N(N=C2C2=CC=C(C=C2)OC2=CC=CC=C2)C2CCN(CC2)CC=2C(=NC=CC2)C2C(NC(CC2)=O)=O 3-(3-((4-(4-amino-3-(4-phenoxyphenyl)-1H-pyrazolo[3,4-d]pyrimidin-1-yl)piperidin-1-yl)methyl)pyridin-2-yl)piperidine-2,6-dione